5-(((tert-butyldiphenylsilyl)oxy)methyl)-1-methyl-1H-pyrazole-3-carbaldehyde [Si](C1=CC=CC=C1)(C1=CC=CC=C1)(C(C)(C)C)OCC1=CC(=NN1C)C=O